C(C)N1CC(C2(CCN(CC2)C([C@@H](C(C)C)NC(C2=C(C=CC(=C2)C(F)(F)F)F)=O)=O)CC1=O)C1=CC=C(C=C1)F N-((2R)-1-(9-ethyl-7-(4-fluorophenyl)-10-oxo-3,9-diazaspiro[5.5]undecan-3-yl)-3-methyl-1-oxobutan-2-yl)-2-fluoro-5-(trifluoromethyl)benzamide